ClC=1C=C(C=CC1F)NC(N([C@H]1C=2C3=C(C(NC2CCC1)=O)COCC3)C)=O (R)-3-(3-chloro-4-fluorophenyl)-1-methyl-1-(5-oxo-1,4,5,6,7,8,9,10-octahydro-2H-pyrano[3,4-c]quinolin-10-yl)urea